BrC1C(C2=CC=CC=C2C12CC1(OCCO1)CCC2)O 2-bromo-2,3-dihydrodispiro[indene-1,1'-cyclohexane-3',2''-[1,3]dioxolan]-3-ol